5-[4-chloro-5-(4-fluoro-2-isopropoxy-phenyl)pyrimidin-2-yl]-1-methyl-pyridin-2-one ClC1=NC(=NC=C1C1=C(C=C(C=C1)F)OC(C)C)C=1C=CC(N(C1)C)=O